3-(2-(4-(4-fluoro-2-methoxyphenyl)piperazin-1-yl)ethoxy)benzonitrile FC1=CC(=C(C=C1)N1CCN(CC1)CCOC=1C=C(C#N)C=CC1)OC